FNC1=CC=CC=C1 fluoro-aniline